C(C=C)(=O)OCCCS(=O)(=O)O 3-(acryloyloxy)propane-1-sulfonic acid